CC1(C(N(C(N1)=O)C1=CC=C2C3(CN(C2=C1)S(=O)(=O)C)CCC3)=O)C 5,5-dimethyl-3-(1'-(methylsulfonyl)spiro[cyclobutane-1,3'-indolin]-6'-yl)imidazolidine-2,4-dione